ClC=1C=C(C=CC1)C1=NN=C(S1)C=1C=CC(N(N1)CC=1C=NC=C(C1)F)=O 6-(5-(3-chlorophenyl)-1,3,4-thiadiazol-2-yl)-2-((5-fluoropyridin-3-yl)methyl)pyridazin-3(2H)-one